N1CC(CCCC1)=O azepan-3-one